2-(4-chloro-3-fluorophenoxy)-N-(4-{2-[4-(dimethylamino)phenyl]acetylamino}-3-hydroxybicyclo[2.2.2]octan-1-yl)acetamide ClC1=C(C=C(OCC(=O)NC23CC(C(CC2)(CC3)NC(CC3=CC=C(C=C3)N(C)C)=O)O)C=C1)F